NC=1C=C(C=NC1)C=1N=CC(NC1)=O 5-(5-aminopyridin-3-yl)pyrazin-2(1H)-one